CC1([C@H]2CN[C@@H]([C@@H]12)C(=O)O)C (1R,2S,5S)-6,6-dimethyl-3-azabicyclo[3.1.0]hexane-2-carboxylic acid